ClC=1C(=CC(=NC1)NC(=O)[C@@H]1C[C@@H](CCC1)C=1C=NN(C1)C)C1=C2N(N=C1)CC(C2)(C)C (1S,3R)-N-(5-chloro-4-(5,5-dimethyl-5,6-dihydro-4H-pyrrolo[1,2-b]pyrazol-3-yl)pyridin-2-yl)-3-(1-methyl-1H-pyrazol-4-yl)cyclohexane-1-carboxamide